2-[3'-tert.-Butyl-2'-hydroxy-5'-(3''-methacryloyloxypropyl)phenyl]-5-methoxybenzotriazol C(C)(C)(C)C=1C(=C(C=C(C1)CCCOC(C(=C)C)=O)N1N=C2C(=N1)C=CC(=C2)OC)O